[Na].[Na].[Li].[Li] dilithium Di-sodium